1-(6-chloroimidazo[1,2-b]pyridazin-8-yl)-3-(trifluoromethyl)azetidin-3-ol ClC=1C=C(C=2N(N1)C=CN2)N2CC(C2)(O)C(F)(F)F